BrC1=CC=C(C2=CC=CC=C12)C1=CC=C(C=C1)Cl 1-bromo-4-(4-chlorophenyl)-naphthalene